C1C(COCCC1)C(=O)N 4-oxacycloheptane-2-carboxamide